[(furan-3-yl)methyl]-7H-pyrrolo[2,3-d]pyrimidin-4-amine O1C=C(C=C1)CC=1N=C(C2=C(N1)NC=C2)N